N-[4-(1,1,1,3,3,3-Hexafluoro-2-hydroxypropan-2-yl)phenyl]-2-(hydroxyacetyl)-5-{[(1-hydroxycyclopropyl)methyl]sulfonyl}-2,3-dihydro-1H-isoindole-1-carboxamide FC(C(C(F)(F)F)(O)C1=CC=C(C=C1)NC(=O)C1N(CC2=CC(=CC=C12)S(=O)(=O)CC1(CC1)O)C(CO)=O)(F)F